BrC1=CC(=NC=C1)C(CC[C@H]1CC(N(C1)C(=O)OC(C)(C)C)(C)C)NC1=NC(=CC=C1)S(NC(=O)C=1C(=NC(=CC1)C(C)(C)C)F)(=O)=O tert-butyl (4S)-4-[3-(4-bromo-2-pyridyl)-3-[[6-[(6-tert-butyl-2-fluoro-pyridine-3-carbonyl)sulfamoyl]-2-pyridyl]amino]propyl]-2,2-dimethyl-pyrrolidine-1-carboxylate